1-(1-(((1-Methyl-1H-1,2,4-triazol-3-yl)methyl)amino)isoquinolin-4-yl)ethan-1-one ethyl-2-chloro-5-methoxy-1-methyl-6-oxopyrimidine-4-carboxylate C(C)OC(=O)C=1N=C(N(C(C1OC)=O)C)Cl.CN1N=C(N=C1)CNC1=NC=C(C2=CC=CC=C12)C(C)=O